ClC1=CC=C(C=C1)C1=NNC(N1)C1=CC=C(N(C)C)C=C1 4-(3-(4-chlorophenyl)-4,5-dihydro-1H-1,2,4-triazol-5-yl)-N,N-dimethylaniline